C(C=C)(=O)N1C[C@@H](N(CC1)C=1C2=C(N(C(N1)=O)C1=C(C=CC=C1C)S(=O)(=O)C(C)C)N=C(C(=C2)F)C2=C(C=CC=C2O)F)C 4-((S)-4-acryloyl-2-methylpiperazin-1-yl)-6-fluoro-7-(2-fluoro-6-hydroxyphenyl)-1-(2-(isopropylsulfonyl)-6-methylphenyl)pyridino[2,3-d]pyrimidin-2(1H)-one